COC=1C=C(OC2=CC=C(C=C2)C=2N=C(N3C2C=NC=C3)[C@H]3N(CCCC3)C(C#CC)=O)C=CC1 (S)-1-(2-(1-(4-(3-methoxyphenoxy)phenyl)imidazo[1,5-a]pyrazin-3-yl)piperidin-1-yl)but-2-yn-1-one